((di((2-ethylhexyl)oxy)phosphoryl)(phenyl)methyl)phenylalanine C(C)C(COP(=O)(OCC(CCCC)CC)C(C1=CC=CC=C1)N[C@@H](CC1=CC=CC=C1)C(=O)O)CCCC